C(C)(C)OC=1C=C2C=CNC2=CC1 5-Isopropoxyindole